benzyl (3S,5R)-4-(3-((3-amino-1-methyl-1H-indazol-7-yl)oxy)propyl)-3,5-dimethylpiperazine-1-carboxylate NC1=NN(C2=C(C=CC=C12)OCCCN1[C@H](CN(C[C@H]1C)C(=O)OCC1=CC=CC=C1)C)C